C(C1=CC=CC=C1)ON1C(=NC(=C1)C)C1=CC(=CC=C1)C#N 1-(Benzyloxy)-2-(3-cyanophenyl)-4-methyl-1H-imidazol